6-ethyl-3-{3-methoxy-4-[4-(4-methylpiperazin-1-yl)piperidin-1-yl]anilino}-5-[(oxan-4-yl)amino]pyrazine C(C)C1=C(N=C(C=N1)NC1=CC(=C(C=C1)N1CCC(CC1)N1CCN(CC1)C)OC)NC1CCOCC1